ClC1=C(C=CC=C1)S(=O)(=O)NC=1C=C(OC2=NC=CC=C2C2=NC(=NC=C2)N[C@@H]2CN(CCC2)C(=O)OC(C)(C)C)C=CC1 (S)-tert-Butyl 3-((4-(2-(3-(2-chlorophenylsulfonamido)phenoxy)pyridin-3-yl)pyrimidin-2-yl)amino)piperidine-1-carboxylate